(3-(2,6-dioxopiperidin-3-yl)-2-methylquinolin-7-yl)methyl (6-phenylpyridin-3-yl)carbamate C1(=CC=CC=C1)C1=CC=C(C=N1)NC(OCC1=CC=C2C=C(C(=NC2=C1)C)C1C(NC(CC1)=O)=O)=O